FC(C(=O)O)(F)F.ClC=1C=CC(=C(CNC([C@H](C)NC(=O)C2NCCCC2)=O)C1)N1N=NN=C1 N-((S)-1-((5-chloro-2-(1H-tetrazol-1-yl)benzyl)amino)-1-oxopropan-2-yl)piperidine-2-carboxamide trifluoroacetate